tert-butyl 5-methoxy-4-(2-methoxyacetyl)-7-methyl-1H-indole-1-carboxylate COC=1C(=C2C=CN(C2=C(C1)C)C(=O)OC(C)(C)C)C(COC)=O